tributoxyphosphine C(CCC)OP(OCCCC)OCCCC